[N+](=O)([O-])C=1C=NN(C1)CCNC(OC(C)(C)C)=O tert-butyl N-[2-(4-nitro-1H-pyrazol-1-yl)ethyl]carbamate